6,6,9-trimethyl-3-pentyl-2-(4-(pyridin-3-yl)phenyl)-6H-benzo[c]chromen-1-ol CC1(OC=2C=C(C(=C(C2C2=C1C=CC(=C2)C)O)C2=CC=C(C=C2)C=2C=NC=CC2)CCCCC)C